(S)-2-[1-(3-ethoxy-4-methoxyphenyl)-2-methylsulfonylethyl]-4-amino-6-[pent-1-ynyl]Isoindoline-1,3-dione C(C)OC=1C=C(C=CC1OC)[C@@H](CS(=O)(=O)C)N1C(C2=CC(=CC(=C2C1=O)N)C#CCCC)=O